7-(3-morpholinopropoxy)-1H-benzo[d]imidazole O1CCN(CC1)CCCOC1=CC=CC2=C1NC=N2